(R)-N-(3-(2-((S)-2-hydroxypropoxy)-6-morpholinopyridin-4-yl)-4-methylphenyl)-3-(2,2,2-trifluoroethyl)pyrrolidine-1-carboxamide O[C@H](COC1=NC(=CC(=C1)C=1C=C(C=CC1C)NC(=O)N1C[C@H](CC1)CC(F)(F)F)N1CCOCC1)C